3-fluoro-4-bromobenzotrifluoride FC=1C=C(C=CC1Br)C(F)(F)F